(R)-1-((4-(3-Methylmorpholinyl)-2-(1H-pyrrolo[2,3-b]pyridin-4-yl)thieno[3,2-d]pyrimidine-7-yl)methyl)azetidin-3-ol C[C@H]1N(CCOC1)C=1C2=C(N=C(N1)C1=C3C(=NC=C1)NC=C3)C(=CS2)CN2CC(C2)O